(S)-9-(5-(Difluoromethyl)-1,3,4-thiadiazol-2-yl)-N-(1-methylcyclopropyl)-4-(2-methylmorpholino)-9H-pyrimido[4,5-b]indole-7-sulfonamide FC(C1=NN=C(S1)N1C2=C(C3=CC=C(C=C13)S(=O)(=O)NC1(CC1)C)C(=NC=N2)N2C[C@@H](OCC2)C)F